europium tungsten salt [W].[Eu]